C(C)(=O)OCCCCCCCCCCC\C=C/CCC (Z)-12-Hexadecenyl acetate